BrC1=C(C=C(C(=C1)Br)OC)OC 1,5-dibromo-2,4-dimethoxy-benzene